C(#N)CC=1C=C(CNCCCCOCCOC2=C3C=NNC3=CC(=C2)C=2C=NNC2C#N)C=C(C1)OC(F)(F)F 4-(4-(2-(4-((3-(cyanomethyl)-5-(trifluoromethoxy)benzyl)amino)butoxy)ethoxy)-1H-indazol-6-yl)-1H-pyrazole-5-carbonitrile